1-[5-fluoro-2-(piperazin-1-yl)pyrimidin-4-yl]-N-(2-{imidazo[1,2-a]pyridin-3-yl}propan-2-yl)azetidine-3-carboxamide 2-methylpropanoate CC(C(=O)O)C.FC=1C(=NC(=NC1)N1CCNCC1)N1CC(C1)C(=O)NC(C)(C)C1=CN=C2N1C=CC=C2